1-(4-(2-(3,5-difluorophenyl)-1-methyl-1H-benzo[d]imidazol-6-yl)benzyl)-N,N-dimethylpiperidin-4-amine FC=1C=C(C=C(C1)F)C1=NC2=C(N1C)C=C(C=C2)C2=CC=C(CN1CCC(CC1)N(C)C)C=C2